4-(1,4-oxaazepan-4-yl)aniline O1CCN(CCC1)C1=CC=C(N)C=C1